N1(N=CC=C1)CC=1C=CC2=C(C(=NO2)C=2C(=C(C=C(C2)CC)S(=O)(=O)N)OC)C1 (5-((1H-pyrazol-1-yl)methyl)benzo[d]isoxazol-3-yl)-5-ethyl-2-methoxybenzenesulfonamide